2-(3-chloro-2-fluorophenyl)-3-(3-methyl-1H-pyrrolo[2,3-b]pyridin-4-yl)-4,5,6,7-tetrahydropyrazolo[1,5-a]pyrazine ClC=1C(=C(C=CC1)C1=NN2C(CNCC2)=C1C1=C2C(=NC=C1)NC=C2C)F